tert-Butyl 2-((8-(2-hydroxyethyl)-3,7-dimethyl-2,6-dioxo-2,3,6,7-tetrahydro-1H-purin-1-yl)methyl)-5-methyl-1H-indole-1-carboxylate OCCC1=NC=2N(C(N(C(C2N1C)=O)CC=1N(C2=CC=C(C=C2C1)C)C(=O)OC(C)(C)C)=O)C